O=C1NC(CCC1N1C(C2=CC=CC(=C2C1)C#CCCNC(=O)C1=CC=C(C=N1)C=1N=CC2=C(C=CC=C2C1)C=1C=C2C(=CN(C2=C(C1)C(C)C)C)C(=O)NC)=O)=O 5-(3-(6-((4-(2-(2,6-Dioxopiperidin-3-yl)-1-oxoisoindolin-4-yl)but-3-yn-1-yl)carbamoyl)pyridin-3-yl)isoquinolin-8-yl)-7-isopropyl-N,1-dimethyl-1H-indole-3-carboxamide